CN(CCN(C1=C(C=C(C(=C1)OC)NC1=NC=CC(=C1)N1OCC[C@@H]1C1=CC(=CC=C1)OC1=CC=CC=C1)NC(C=C)=O)C)C (R)-N-(2-((2-(dimethylamino)ethyl)(methyl)amino)-4-methoxy-5-((4-(3-(3-phenoxyphenyl)isoxazolidin-2-yl)pyridin-2-yl)amino)phenyl)acrylamide